2-((bis(4-nitrophenoxy)phosphoryl)amino)-3-methylbutanoic acid (S)-2-ethylbutyl ester C(C)C(COC(C(C(C)C)NP(=O)(OC1=CC=C(C=C1)[N+](=O)[O-])OC1=CC=C(C=C1)[N+](=O)[O-])=O)CC